N-[4'-(trifluoromethylthio)-biphenyl-2-Yl]-3-difluoromethyl-1-methyl-1H-pyrazole-4-carboxamide FC(SC1=CC=C(C=C1)C1=C(C=CC=C1)NC(=O)C=1C(=NN(C1)C)C(F)F)(F)F